Methyl 2-(((1RS,2S)-2-((tert-butoxycarbonyl)amino)-1-cyano-3-(1H-indol-3-yl)propyl)amino)-5-(1-(tetrahydro-2H-pyran-2-yl)-1H-pyrazol-5-yl)benzoate C(C)(C)(C)OC(=O)N[C@H]([C@H](C#N)NC1=C(C(=O)OC)C=C(C=C1)C1=CC=NN1C1OCCCC1)CC1=CNC2=CC=CC=C12 |&1:9|